C1(CCCCC1)C(C(=O)O)(C)C1CCCCC1 2,2-dicyclohexylpropionic acid